5-bromo-3-((dimethylamino)methylene)-7-ethoxyisobenzofuran-1(3H)-one BrC=1C=C2C(OC(C2=C(C1)OCC)=O)=CN(C)C